N-(3-bromo-4-formyl-2-methoxy-5-nitrophenyl)-2,2,2-trifluoroacetamide BrC=1C(=C(C=C(C1C=O)[N+](=O)[O-])NC(C(F)(F)F)=O)OC